(3-(5-(4-chloro-3-fluorophenyl)isoxazol-3-yl)bicyclo[1.1.1]pent-1-yl)carbamic acid tert-butyl ester C(C)(C)(C)OC(NC12CC(C1)(C2)C2=NOC(=C2)C2=CC(=C(C=C2)Cl)F)=O